N-(7-methoxy-2-(1-methylpiperidin-4-yl)-2H-indazol-5-yl)-6-(trifluoromethyl)pyridine-2-carboxamide COC1=CC(=CC2=CN(N=C12)C1CCN(CC1)C)NC(=O)C1=NC(=CC=C1)C(F)(F)F